3-(3-hydroxypropyl)urea OCCCNC(N)=O